C1(=CC=CC=C1)C=1C(=NC2=CC=CC=C2N1)C1=CC=C(C=C1)NC1=CC=C(C=C1)C1=CC=C(C=C1)NC1=CC=C(C=C1)C1=NC2=CC=CC=C2N=C1C1=CC=CC=C1 N4,N4'-bis(4-(3-phenylquinoxalin-2-yl)phenyl)-[1,1'-biphenyl]-4,4'-diamine